5-methoxy-2-(4,4,5,5-tetramethyl-1,3,2-dioxaborolan-2-yl)benzonitrile COC=1C=CC(=C(C#N)C1)B1OC(C(O1)(C)C)(C)C